(S)-2-((4-(methylsulfonyl)phenoxy)methyl)piperazine-1,4-dicarboxylic acid 1-benzyl 4-tert-butyl ester C(C)(C)(C)OC(=O)N1C[C@H](N(CC1)C(=O)OCC1=CC=CC=C1)COC1=CC=C(C=C1)S(=O)(=O)C